N-(3-(1,1-difluoroethyl)phenyl)-1-(4-methoxy-3-(pyridin-2-yl)phenyl)-3-methyl-5-oxo-4,5-dihydro-1H-pyrazole-4-carboxamide FC(C)(F)C=1C=C(C=CC1)NC(=O)C1C(=NN(C1=O)C1=CC(=C(C=C1)OC)C1=NC=CC=C1)C